Cl.NC1=CC=C(C=N1)N1C[C@H](CCC1)N(CC1=CC(=NC=C1)OC)CC1=CN(C2=CC(=C(C=C2C1=O)F)F)C1CC1 3-({[(3S)-1-(6-Aminopyridin-3-yl)piperidin-3-yl][(2-methoxypyridin-4-yl)methyl]amino}methyl)-1-cyclopropyl-6,7-difluoro-1,4-dihydroquinolin-4-one hydrochloride